ClC=1C2=C(N=C(N1)C(C)(C)N)SC(=C2)C 2-(4-chloro-6-methylthieno[2,3-d]pyrimidin-2-yl)propan-2-amine